F[C@H]1[C@@H](C1)N1C(C(=CC=C1)NC(=O)C=1C(=CC=2N(C1)C=C(N2)[C@]21CO[C@](CC2)(C1)C)OC(C)C)=O N-(1-((1R,2R)-2-fluorocyclopropyl)-2-oxo-1,2-dihydropyridin-3-yl)-7-isopropoxy-2-((1R,4S)-1-methyl-2-oxabicyclo[2.2.1]heptan-4-yl)imidazo[1,2-a]pyridine-6-carboxamide